1-(7-((3-fluorophenyl)amino)-3,4-dihydroisoquinolin-2(1H)-yl)prop-2-en-1-one FC=1C=C(C=CC1)NC1=CC=C2CCN(CC2=C1)C(C=C)=O